C(=O)(OC(C)(C)C)N1CCC(CC1)(C1=CC(=CC=C1)F)N 1-Boc-4-(3-fluorophenyl)-4-piperidylamine